N1-(2-(dimethylamino)ethyl)-N1-ethyl-5-fluoro-N4-(4-(4-fluoro-1-methyl-1H-indol-3-yl)-7H-pyrrolo[2,3-d]pyrimidin-2-yl)benzene-1,2,4-triamine CN(CCN(C=1C(=CC(=C(C1)F)NC=1N=C(C2=C(N1)NC=C2)C2=CN(C1=CC=CC(=C21)F)C)N)CC)C